7-((1R,2S)-2-(3,4-difluorophenyl)cyclopropyl)-N5-propyl-3H-[1,2,3]triazolo[4,5-d]pyrimidine-5,7-diamine FC=1C=C(C=CC1F)[C@@H]1[C@@H](C1)C1(C=2C(=NC(=N1)NCCC)NNN2)N